FC1([C@@H](CN(C1)C)NC1=NN2C(C(=N1)OC)=C(C(=C2)F)C=2C=CC1=C(N(N=N1)[C@@H](CF)C)C2)F N-((R)-4,4-difluoro-1-methylpyrrolidin-3-yl)-6-fluoro-5-(1-((R)-1-fluoropropan-2-yl)-1H-benzo[d][1,2,3]triazol-6-yl)-4-methoxypyrrolo[2,1-f][1,2,4]triazin-2-amine